4-bromo-3-fluoro-N,N-bis(4-methoxybenzyl)benzenesulfonamide BrC1=C(C=C(C=C1)S(=O)(=O)N(CC1=CC=C(C=C1)OC)CC1=CC=C(C=C1)OC)F